2-fluoro-4-(1-(4-(trifluoromethoxy)phenyl)-1H-1,2,4-triazol-3-yl)aniline FC1=C(N)C=CC(=C1)C1=NN(C=N1)C1=CC=C(C=C1)OC(F)(F)F